COC=1C=C(CC(CC(=O)OC(C)(C)C)C=O)C=CC1OC tert-butyl 3-(3,4-dimethoxybenzyl)-4-oxobutyrate